N1=CC=C(C=C1)C1=NN(C(=C1)N1C(CCC1)=O)COCC[Si](C)(C)C 1-(3-(Pyridin-4-yl)-1-((2-(trimethylsilyl)ethoxy)methyl)-1H-pyrazol-5-yl)pyrrolidin-2-one